FC(C=1C=C(C(=O)OC)C=CC1O)F methyl 3-(difluoromethyl)-4-hydroxybenzoate